[4-{16-fluoro-7,11-dioxa-19,22,23-triazapentacyclo[16.5.2.12,6.012,17.021,24]hexacosa-1(23),2,4,6(26),12(17),13,15,18,20,24-decaen-5-yl}-1-methylpiperazin-2-yl]methanol FC1=CC=CC=2OCCCOC=3C(=CC=C(C4=NNC5=CN=C(C12)C=C45)C3)N3CC(N(CC3)C)CO